N(=C=O)C1CC(CCC1)N=C=O 1,3-diisocyanato-cyclohexane